N2-Acetyl-N-(21-chloro-3,6,9,12,15-pentaoxahenicos-1-yl)-S-(3-(4-fluorobenzyl)-9-oxo-5,9-dihydro-3H-imidazo[1,2-a]purin-2-yl)-L-cysteinamide C(C)(=O)N[C@@H](CSC=1N(C=2N=C3N(C(C2N1)=O)C=CN3)CC3=CC=C(C=C3)F)C(=O)NCCOCCOCCOCCOCCOCCCCCCCl